5-{6-[2-(7-Fluoro-4-methoxy-2-methyl-indol-1-yl)-ethylamino]-2-methyl-pyrimidin-4-yl}-3-trifluoromethyl-thiophen FC=1C=CC(=C2C=C(N(C12)CCNC1=CC(=NC(=N1)C)C1=CC(=CS1)C(F)(F)F)C)OC